(3R*,4R*)-1-Cyclohexyl-4-{[5-(2,4-difluoro-phenyl)-isoxazole-3-carbonyl]-amino}-piperidine-3-carboxylic acid (2-hydroxy-ethyl)-amide OCCNC(=O)[C@@H]1CN(CC[C@H]1NC(=O)C1=NOC(=C1)C1=C(C=C(C=C1)F)F)C1CCCCC1 |o1:6,11|